2-Chloro-4-cyano-3-[4-fluoro-4-(4-methyl-4H-1,2,4-triazol-3-yl)piperidin-1-yl]pyridin-1-ium-1-olate ClC1=[N+](C=CC(=C1N1CCC(CC1)(C1=NN=CN1C)F)C#N)[O-]